N,N,3-trimethyl-4,5-dioxo-4,5-dihydronaphtho[1,2-b]furan-2-carboxamide CN(C(=O)C1=C(C2=C(O1)C1=CC=CC=C1C(C2=O)=O)C)C